COC(CCCC(C/C=C/C(=C/C(=O)OCC)/C)C)(C)C ethyl (2E,4E)-11-methoxy-3,7,11-trimethyl-2,4-dodecadienoate